(R)-2-amino-3-[[7-(trifluoromethyl)thieno[3,2-b]pyridine-2-carbonyl]amino]propanoic acid N[C@@H](C(=O)O)CNC(=O)C1=CC2=NC=CC(=C2S1)C(F)(F)F